N-[4-amino-3-[2-(dimethylamino)ethyl]phenyl]-N-tert-butoxycarbonyl-carbamic acid tert-butyl ester C(C)(C)(C)OC(N(C(=O)OC(C)(C)C)C1=CC(=C(C=C1)N)CCN(C)C)=O